FC(C1=CC=C(C=CC2CC3(CN(C3)C(C=C)=O)C2)C=C1)(F)F 1-(6-(4-(trifluoromethyl)styryl)-2-azaspiro[3.3]hept-2-yl)prop-2-en-1-one